tert-butyl-2-(trifluoromethyl)oxazol-5(2H)-one C(C)(C)(C)C1(OC(C=N1)=O)C(F)(F)F